C(C)(C)(C)OC(=O)N1C(CCCC1)CC(=O)OC(C)(C)C 2-(2-(tert-butoxy)-2-oxoethyl)piperidine-1-carboxylic acid tert-butyl ester